4-(5-chloro-2-methoxyphenyl)-N-(6-(6-cyano-2-azaspiro[3.3]hept-2-yl)thiazolo[4,5-b]pyrazin-2-yl)-6-methylpyridine-3-carboxamide ClC=1C=CC(=C(C1)C1=C(C=NC(=C1)C)C(=O)NC=1SC=2C(=NC=C(N2)N2CC3(C2)CC(C3)C#N)N1)OC